5-(5-bromo-2-(difluoromethoxy)phenyl)-4-nitro-1-((2-(trimethylsilyl)ethoxy)methyl)-1H-pyrazole BrC=1C=CC(=C(C1)C1=C(C=NN1COCC[Si](C)(C)C)[N+](=O)[O-])OC(F)F